boron bispyrrole N1C=CC=C1.N1C=CC=C1.[B]